CC=1SC(=C(N1)C)C 2,4,5-trimethyl-1,3-thiazole